ClC1=C(C(=O)C2C(CCCC2=O)=O)C=CC(=C1COCC(F)(F)F)S(=O)(=O)C 2-[2-chloro-4-(methylsulfonyl)-3-[(2,2,2-trifluoroethoxy)methyl]benzoyl]-1,3-cyclohexanedione